methyl 2-ethylsulfanyl-8-(1-hydroxyethyl)-4-oxo-chromene-6-carboxylate C(C)SC=1OC2=C(C=C(C=C2C(C1)=O)C(=O)OC)C(C)O